CC1=NC2=CC=CC(=C2C(N1)=O)OCCCCCCCN1CCN(CC1)C 2-Methyl-5-((7-(4-methylpiperazin-1-yl)heptyl)oxy)-4-oxoquinazoline